F[C@H]1[C@@H](O[C@@H]([C@H]1O)CO)N1C=NC=2C(N)=NC=NC12 2'-Fluoro-2'-deoxyadenosine